tert-butyl N-[2-(4,8-difluoro-6-formyl-3,5,6,7-tetrahydro-cyclopenta[f]benzimidazol-2-yl)ethyl]-N-methyl-carbamate FC1=C2C(=C(C=3N=C(NC31)CCN(C(OC(C)(C)C)=O)C)F)CC(C2)C=O